N1(C=NC=2C1=C1C(=NC2)NC=C1)C12CC(C1)(C2)NC(=O)NCC(C)C 1-(3-(Imidazo[4,5-d]pyrrolo[2,3-b]pyridin-1(6H)-yl)bicyclo[1.1.1]pentan-1-yl)-3-isobutylurea